C1(=CC=C(C=C1)P(C1=C(SC=C1P(C1=CC=C(C=C1)C)C1=CC=C(C=C1)C)C(C)C)C1=CC=C(C=C1)C)C 3,4-bis(di-p-tolylphosphino)-2-isopropyl-thiophene